(4S)-N-(1-(2-Chlorophenyl)-2-(3,3-difluorocyclobutylamino)-2-oxoethyl)-N-(3-fluoro-phenyl)-1-methyl-2-oxoimidazolidine-4-carboxamide ClC1=C(C=CC=C1)C(C(=O)NC1CC(C1)(F)F)N(C(=O)[C@H]1NC(N(C1)C)=O)C1=CC(=CC=C1)F